(R)-(4-(5-((1-(3-(difluoromethyl)-2-fluorophenyl)ethyl)amino)-8-methylpyrido[2,3-d]pyridazin-3-yl)piperazin-1-yl)(oxetan-3-yl)methanone FC(C=1C(=C(C=CC1)[C@@H](C)NC1=C2C(=C(N=N1)C)N=CC(=C2)N2CCN(CC2)C(=O)C2COC2)F)F